1,4-diazaspiro[5.5]undec-8-ene-2,5-dione N1C(CNC(C12CC=CCC2)=O)=O